(1S,2S)-(+)-N-p-tosyl-1,2-diphenylethylenediamine CC1=CC=C(C=C1)S(=O)(=O)N[C@@H](C2=CC=CC=C2)[C@H](C3=CC=CC=C3)N